FC(CN1N=CC=2C1=NC(=CN2)N2CCC1(CC(N(C1)C1=CC(=NC=C1)C(F)(F)F)=O)CC2)F 8-(1-(2,2-difluoroethyl)-1H-pyrazolo[3,4-b]pyrazin-6-yl)-2-(2-(trifluoromethyl)pyridin-4-yl)-2,8-diazaspiro[4.5]decan-3-one